C(#N)CC1CC(C1)(C1=NN=CN1C)C=1C=C(C=CC1)NC(=O)C1=CC(=C2C(=N1)C(CO2)(C)C)CNC2CCCCC2 N-(3-((1s,3s)-3-(cyanomethyl)-1-(4-methyl-4H-1,2,4-triazol-3-yl)cyclobutyl)phenyl)-7-((cyclohexylamino)methyl)-3,3-dimethyl-2,3-dihydrofuro[3,2-b]pyridine-5-carboxamide